3-fluoro-N-((1-methyl-1H-pyrazol-4-yl)methyl)-5-((4-methylphenyl)sulfonylamino)benzamide FC=1C=C(C(=O)NCC=2C=NN(C2)C)C=C(C1)NS(=O)(=O)C1=CC=C(C=C1)C